[2-Chloro-4-fluoro-5-(7-morpholin-4-yl-quinazolin-4-yl)-phenyl]-(3-methyl-pyrazin-2-yl)-methanol ClC1=C(C=C(C(=C1)F)C1=NC=NC2=CC(=CC=C12)N1CCOCC1)C(O)C1=NC=CN=C1C